[Cl-].[Cl-].C1(=CC=CC=C1)[Si](=[Zr+2](C1C2=CC=CC=C2C=2C=CC(=CC12)N(C)C)C1C=CC=C1)C1=CC=CC=C1 diphenylsilanediyl(cyclopentadienyl)(2-(dimethylamino)-9-fluorenyl)zirconium dichloride